3-((2-(4-bromophenyl)quinolin-4-yl)thio)propyl 2-oxo-2H-chromene-3-carboxylate O=C1OC2=CC=CC=C2C=C1C(=O)OCCCSC1=CC(=NC2=CC=CC=C12)C1=CC=C(C=C1)Br